2-(7-((2s,5r)-2,5-dimethyl-4-(1-(quinoxalin-6-yl)ethyl)piperazin-1-yl)-6-fluoro-4-methyl-5-oxo-4,5-dihydro-2H-pyrazolo[4,3-b]pyridin-2-yl)acetonitrile C[C@@H]1N(C[C@H](N(C1)C(C)C=1C=C2N=CC=NC2=CC1)C)C=1C=2C(N(C(C1F)=O)C)=CN(N2)CC#N